4-(2-(3-ethoxy-4-methylbenzyl)-7-oxo-2,6-diazaspiro[3.4]oct-6-yl)benzoic acid, trifluoroacetate salt FC(C(=O)O)(F)F.C(C)OC=1C=C(CN2CC3(C2)CN(C(C3)=O)C3=CC=C(C(=O)O)C=C3)C=CC1C